methyl 6-[[5-[3-[3-[2-[2-[2-(2-aminoethoxy)ethoxy]ethoxy]ethoxy]propanoylamino]propylcarbamoyl]-1-naphthyl]oxy]pyridine-3-carboxylate NCCOCCOCCOCCOCCC(=O)NCCCNC(=O)C1=C2C=CC=C(C2=CC=C1)OC1=CC=C(C=N1)C(=O)OC